COCCOC=1C=CC(=C(C1)O)[N+](=O)[O-] 5-(2-methoxyethoxy)-2-nitrophenol